N-(4-((4-(2-hydroxypropoxy)-6-(methylsulfonyl)pyridin-2-yl)amino)-5-(1-methyl-5-morpholino-1H-pyrazol-3-yl)pyridin-2-yl)acetamide OC(COC1=CC(=NC(=C1)S(=O)(=O)C)NC1=CC(=NC=C1C1=NN(C(=C1)N1CCOCC1)C)NC(C)=O)C